4-(trifluoromethyl)phenylacetylene FC(C1=CC=C(C=C1)C#C)(F)F